ClC1=C(C(=CC=C1)F)C(C#N)O[Si](C)(C)C 2-(2-chloro-6-fluoro-phenyl)-2-trimethylsiloxy-acetonitrile